4-chloro-6-(cyclopropylmethyl)-1-isopropyl-1H-pyrazolo[3,4-d]pyrimidine ClC1=C2C(=NC(=N1)CC1CC1)N(N=C2)C(C)C